methyl (2S)-2-amino-3-(5,5-dimethyl-2-oxo-pyrrolidin-3-yl)propanoate N[C@H](C(=O)OC)CC1C(NC(C1)(C)C)=O